tert-Butyl (3R,5S)-4-(2-((3-(2,6-bis(benzyloxy)pyridin-3-yl)phenyl)amino)-2-oxoethyl)-3,5-dimethylpiperazine-1-carboxylate C(C1=CC=CC=C1)OC1=NC(=CC=C1C=1C=C(C=CC1)NC(CN1[C@@H](CN(C[C@@H]1C)C(=O)OC(C)(C)C)C)=O)OCC1=CC=CC=C1